fmochistidine C(=O)(OCC1C2=CC=CC=C2C2=CC=CC=C12)N[C@@H](CC1=CNC=N1)C(=O)O